C(C1=CC=CC=C1)OC(=O)N[C@H]1CC(=O)OC1=O N-(benzyloxycarbonyl)L-aspartic anhydride